C(CCCC)OC(C(C(=O)OCCCCC)(C)CC1=CC=CC=C1)=O benzyl-methyl-malonic acid dipentyl ester